C(C)(C)(C)OC(=O)N1CCC(CC1)(C1=NC2=C(C=C(C=C2C(N1)=O)C=1C=NC=2N(C1)C=C(N2)C)F)F 4-fluoro-4-[8-fluoro-6-(2-methylimidazo[1,2-a]pyrimidin-6-yl)-4-oxo-3,4-dihydroquinazolin-2-yl]piperidine-1-carboxylic acid tert-butyl ester